diacetyl-cyclopentadienyl-sodium C(C)(=O)C=1C(C=CC1)([Na])C(C)=O